C(C#CC)(=O)N1[C@@H](C[C@H](CC1)N1N=CC=2C(=NC=3C(=C(C(=CC3C21)Cl)C2=CC=CC1=CC=CC(=C21)Cl)F)O[C@@H](C)[C@H]2N(CCC2)C)CC#N ((2S,4S)-1-(but-2-ynoyl)-4-(8-chloro-7-(8-chloronaphthalen-1-yl)-6-fluoro-4-((S)-1-((S)-1-methylpyrrolidin-2-yl)ethoxy)-1H-pyrazolo[4,3-c]quinolin-1-yl)piperidin-2-yl)acetonitrile